9-(p-dimethylaminophenyl)acridine CN(C1=CC=C(C=C1)C=1C2=CC=CC=C2N=C2C=CC=CC12)C